C1(CCC(CC1)C(C)C)CO Para-Menthan-7-ol